C1(=CC=CC=C1)C(=C(C(=O)N)C)C1=CC=CC=C1 diphenyl-(methyl)acrylamide